(1R,3S)-3-(5-{[(benzyloxy)carbonyl]amino}-2H-pyrazol-3-yl)cyclopentyl 2-methylpyrazolidine-1-carboxylate CN1N(CCC1)C(=O)O[C@H]1C[C@H](CC1)C=1NN=C(C1)NC(=O)OCC1=CC=CC=C1